C1=CC(=CC=C1N=O)O Nitrosophenol